3-((Benzyloxy)(4-fluoro-2-(trifluoromethyl)phenyl)methyl)-5,6-dihydro-[1,2,4]triazolo[4,3-a]pyrrolidone C(C1=CC=CC=C1)OC([C-]1N=NC=2N1C(CC2)=O)C2=C(C=C(C=C2)F)C(F)(F)F